OCN1C(N(C(C1=O)N(C(=O)NCO)CO)CO)=O N-[1,3-bis(hydroxymethyl)-2,5-dioxo-4-imidazolidinyl]-N,N'-bis(hydroxymethyl)urea